(2S)-2-(4,5α-epoxy-3-hydroxy-6-methoxy-6α,14-ethano-14α-morphinan-7α-yl)-3,3-dimethylbutan-2-ol OC=1C=CC=2C[C@@H]3[C@@]45C[C@@H]([C@@]([C@H]6[C@@]4(C2C1O6)CCN3)(CC5)OC)[C@@](C)(C(C)(C)C)O